NC1=NC=NN2C1=C(C=C2C=2C=NN(C2)CCOC)C2=CC(=C(C=C2)NC(OC(C)(C)C)=O)OC tert-Butyl (4-(4-amino-7-(1-(2-methoxyethyl)-1H-pyrazol-4-yl)pyrrolo[2,1-F][1,2,4]triazin-5-yl)-2-methoxyphenyl)carbamate